5-(3-((R)-1-(5-(azetidin-3-ylamino)-2-methylbenzamido)ethyl)phenyl)-N-(((R)-tetrahydrofuran-2-yl)methyl)thiophene-2-carboxamide N1CC(C1)NC=1C=CC(=C(C(=O)N[C@H](C)C=2C=C(C=CC2)C2=CC=C(S2)C(=O)NC[C@@H]2OCCC2)C1)C